OC[C@H](C1=CC=CC=C1)NC1=NC(=NC=C1C=1OC(=NN1)C1CN(C1)C)NN1C(C2=CC=CC=C2CC1)=O ((4-(((1S)-2-hydroxy-1-phenyl-ethyl)amino)-5-(5-(1-methylazetidin-3-yl)-1,3,4-oxadiazol-2-yl)pyrimidin-2-yl)amino)-3,4-dihydro-2H-isoquinolin-1-one